CS(=O)(=O)OC1CN(CCOC1)C(=O)OCC1=CC=CC=C1 benzyl 6-((methylsulfonyl) oxy)-1,4-oxaazepane-4-carboxylate